N-hexyl-imidazole chloride salt [Cl-].C(CCCCC)N1C=NC=C1